FCC1(CC(C1)=C=O)C#N 1-(fluoromethyl)-3-carbonylcyclobutanecarbonitrile